3-(1-cyclopropyl-1H-pyrazol-4-yl)-5-(4-(difluoromethyl)phenyl)-2-hydrazinopyrazine C1(CC1)N1N=CC(=C1)C=1C(=NC=C(N1)C1=CC=C(C=C1)C(F)F)NN